(±)-2-(2-(7-(3-(Aminomethyl)-2-chlorophenyl)benzofuran-5-yl)-4-methyl-3,4-dihydro-2H-benzo[b][1,4]oxazin-8-yl)acetic acid ethyl ester C(C)OC(CC1=CC=CC2=C1O[C@@H](CN2C)C=2C=C(C1=C(C=CO1)C2)C2=C(C(=CC=C2)CN)Cl)=O |r|